P(=O)(OC1=C(C(=CC(=C1)\C=C\C1=CC=CC=C1)F)C(C)C)(O)[O-] (E)-3-fluoro-2-isopropyl-5-styrylphenyl hydrogen phosphate